CN1CC=C(CC1)C1=CC=CC=C1 1-methyl-4-phenyl-1,2,5,6-tetrahydropyridine